(1S,3a'S,Z)-4-(2-(4-nitrophenyl)hydrazono)-1',2',3',3a',4',5'-hexahydrospiro[cyclohexane-1,6'-indolo[3,2,1-de][1,5]naphthyridin] [N+](=O)([O-])C1=CC=C(C=C1)NN=C1CCC2(N3C4=C(CCN[C@H]4CC2)C=2C=CC=CC23)CC1